FC(C(C(C(C(C(C(C(F)(F)F)(F)F)(F)F)(F)F)(F)F)(F)F)(F)F)(S(=O)(=O)[O-])F.C(CCC)[N+](CCCC)(CCCC)CCCC tetrabutylammonium perfluorooctanesulfonate